O=C1NC(CC[C@@H]1N1C(C2=CC=CC(=C2C1=O)N1CCC(CC1)CNC1=C2N=CN(C2=NC=N1)C1CC(C1)NC(C1=NC(=CC=C1)C)=O)=O)=O N-((1s,3s)-3-(6-(((1-(2-(2,6-dioxopiperidin-3-yl)-1,3-dioxoisoindolin-4-yl)piperidin-4-yl)methyl)amino)-9H-purin-9-yl)cyclobutyl)-6-methylpicolinamide